C(C)O[Si](C1=CC=C(N)C=C1)(OCC)OCC 4-triethoxysilylaniline